(E)-tert-butyl 4-(3-cyano-2-(3-(dimethylamino) azetidin-1-yl)-4-(((dimethylamino) methylene) amino) phenyl)-3,6-dihydropyridine-1(2H)-carboxylate C(#N)C=1C(=C(C=CC1/N=C/N(C)C)C=1CCN(CC1)C(=O)OC(C)(C)C)N1CC(C1)N(C)C